(S)-N-[(R)-(4,5-dichloro-2-hydroxyphenyl)[1-(6-oxo-1H-pyridine-3-carbonyl)piperidin-4-yl]methyl]-2-methylpropane-2-sulfinamide ClC1=CC(=C(C=C1Cl)[C@H](N[S@@](=O)C(C)(C)C)C1CCN(CC1)C(=O)C1=CNC(C=C1)=O)O